(2S,5R)-2-(1,3-bis(4-fluorophenyl)-1H-pyrazol-4-yl)-3-(4-ethoxyphenethyl)-5-methyl-oxazolidin-4-one FC1=CC=C(C=C1)N1N=C(C(=C1)[C@@H]1O[C@@H](C(N1CCC1=CC=C(C=C1)OCC)=O)C)C1=CC=C(C=C1)F